5-chloro-2-phenyl-3H-indol ClC=1C=C2CC(=NC2=CC1)C1=CC=CC=C1